4-(4-aminobutanamido)-2-(3-aminoprop-1-yn-1-yl)-N-methylbenzamide NCCCC(=O)NC1=CC(=C(C(=O)NC)C=C1)C#CCN